α,α'-dibromoxylene BrCC=1C(=CC=CC1)CBr